ClC1=C(C=C2CCNCC2=C1)NC1=NC=C(C(=N1)C=1SC(=C(C1)S(=O)(=O)C)N1CCOCC1)C(F)(F)F 7-chloro-N-(4-(4-(methylsulfonyl)-5-morpholinothiophen-2-yl)-5-(trifluoromethyl)pyrimidin-2-yl)-1,2,3,4-tetrahydroisoquinolin-6-amine